BrC1=C(C=C(C=C1)N=C(C1=CC=CC=C1)C1=CC=CC=C1)COC1CCCC1 N-[4-bromo-3-(cyclopentoxymethyl)phenyl]-1,1-diphenyl-methanimine